C(C=C)N1C(C(C(C2=CC(=CC=C12)I)=O)OCC1=CC=CC=C1)=O 1-allyl-3-(benzyloxy)-6-iodoquinoline-2,4(1H,3H)-dione